ClC=1C(=NC(=NC1)N[C@@H](CO)C)C1=CC=C2CN(C(C2=C1)=O)CC(=O)N[C@H](C)C1=CC(=CC=C1)OC 2-[6-(5-chloro-2-{[(2R)-1-hydroxypropan-2-yl]amino}pyrimidin-4-yl)-1-oxo-2,3-dihydro-1H-isoindol-2-yl]-N-[(1R)-1-(3-methoxyphenyl)-ethyl]acetamide